Tert-Butyl N-[2-[3-(5-fluoropyridin-3-yl)-4-(methoxymethoxy)phenyl]ethyl]carbamate FC=1C=C(C=NC1)C=1C=C(C=CC1OCOC)CCNC(OC(C)(C)C)=O